N1=CSC=2C(NCCC21)=O 6,7-dihydrothiazolo[5,4-c]pyridin-4(5H)-one